BrC1=CC2=C(C(=N1)Cl)N(C=N2)C(C)C 6-bromo-4-chloro-3-(propan-2-yl)-3H-imidazo[4,5-c]pyridine